methylenebis(methyl)naphthalene sodium [Na].C=C1C(C(=C2C=CC=CC2=C1)C)C